FC1=CC=C(C=C1)C1(CN(C1)C)NC(=O)C1=NN2C(C(NC(=C2)C2=CC3=CC=CC=C3C=C2)=O)=C1C(F)(F)F N-[3-(4-Fluorophenyl)-1-methylazetidin-3-yl]-6-(naphthalen-2-yl)-4-oxo-3-(trifluoromethyl)-4,5-dihydropyrazolo[1,5-a]pyrazine-2-carboxamide